2-(3-(3-(4-(2-(2,6-dioxopiperidin-3-yl)-1,3-dioxoisoindolin-4-yl)piperazin-1-yl)propoxy)phenyl)-N-(5-methyl-4-(1-(2-methylbenzoyl)indolin-5-yl)thiazol-2-yl)acetamide O=C1NC(CCC1N1C(C2=CC=CC(=C2C1=O)N1CCN(CC1)CCCOC=1C=C(C=CC1)CC(=O)NC=1SC(=C(N1)C=1C=C2CCN(C2=CC1)C(C1=C(C=CC=C1)C)=O)C)=O)=O